3-(2-hydroxy-2-methylpropyl)-1-[(2R)-2-(2-methoxyphenyl)-2-(oxacyclohexan-4-yloxy)ethyl]-5-methyl-6-(1,3-oxazol-2-yl)-1H,2H,3H,4H-thieno[2,3-d]pyrimidine-2,4-dione OC(CN1C(N(C2=C(C1=O)C(=C(S2)C=2OC=CN2)C)C[C@H](OC2CCOCC2)C2=C(C=CC=C2)OC)=O)(C)C